4-(2-fluoropropan-2-yl)-2-[3-[(2R)-1-(4-methyl-4H-1,2,4-triazol-3-yl)propan-2-yl]phenyl]-1H,2H,3H-pyrrolo[3,4-c]pyridin-1-one FC(C)(C)C1=NC=CC2=C1CN(C2=O)C2=CC(=CC=C2)[C@@H](CC2=NN=CN2C)C